Cl.CC(C[C@H](N)C(=O)N[C@@H](C[C@H]1C(NCCC1)=O)C(=O)N)(C)C 4-methyl-L-leucyl-3-[(3S)-2-oxopiperidin-3-yl]-L-alaninamide hydrogen chloride salt